N-((5-(1-(5,5-difluoro-2-oxotetrahydropyrimidin-1(2H)-yl)-2-methoxyethyl)benzo[d]oxazol-2-yl)(4,4-difluorocyclohexyl)methyl)-1-methyl-1H-pyrazole-5-carboxamide FC1(CNC(N(C1)C(COC)C=1C=CC2=C(N=C(O2)C(NC(=O)C2=CC=NN2C)C2CCC(CC2)(F)F)C1)=O)F